((3R,4R)-4-((4-(cyclopropyl((2-(trifluoromethyl)pyrimidin-5-yl)methyl)amino)-5-fluoro-7H-pyrrolo[2,3-d]pyrimidin-7-yl)methyl)-3-hydroxypiperidin-1-yl)acetamide C1(CC1)N(C=1C2=C(N=CN1)N(C=C2F)C[C@@H]2[C@H](CN(CC2)CC(=O)N)O)CC=2C=NC(=NC2)C(F)(F)F